sodium bicyclo[2.2.1]hept-5-ene-2,3-dicarboxylate C12C(C(C(C=C1)C2)C(=O)[O-])C(=O)[O-].[Na+].[Na+]